4-(4-((4-(3-((2-((1S)-1-((tetrahydro-2H-pyran-2-yl)oxy)ethyl)-1H-imidazole-1-yl)methyl)isoxazol-5-yl)phenyl)ethynyl)phenyl)morpholine O1C(CCCC1)O[C@@H](C)C=1N(C=CN1)CC1=NOC(=C1)C1=CC=C(C=C1)C#CC1=CC=C(C=C1)N1CCOCC1